The molecule is an alpha-amino acid having the structure of valine substituted at the beta position with a sulfanyl group. It is a non-proteinogenic alpha-amino acid and a thiol. CC(C)(C(C(=O)O)N)S